4-(1,2,3,4-tetrazin-3-yl)phenylalanine N=1NN(N=CC1)C1=CC=C(C[C@H](N)C(=O)O)C=C1